FC1(C(C2=C(C=CC(=C2C1)OC(C)(C)OC)SC(F)(F)F)O)F 2,2-difluoro-4-(1-methoxyisopropoxy)-7-(trifluoromethylsulfanyl)-2,3-dihydro-1H-inden-1-ol